C1(CC1)C(=O)NC1=CC(=C(N=N1)C(=O)NC([2H])([2H])[2H])NC1=C(C(=CC(=C1)COC)C1=NN(N=C1)C)OC 6-cyclopropaneamido-4-{[2-methoxy-5-(methoxymethyl)-3-(2-methyl-2H-1,2,3-triazol-4-yl)phenyl]amino}-N-(2H3)methylpyridazine-3-carboxamide